indolyl-naphthopyran N1C(=CC2=CC=CC=C12)C1=CCOC2=C1C1=CC=CC=C1C=C2